5-(3-hydroxypropoxy)-N-(2-methyl-2-hydroxyethyl)benzenesulfonamide OCCCOC=1C=CC=C(C1)S(=O)(=O)NCC(O)C